FC=1C(=CC2=C(N(C(O2)=O)C)C1)[N+](=O)[O-] 5-fluoro-3-methyl-6-nitrobenzo[d]oxazol-2(3H)-one